FC1(CCN(CC1)S(=O)(=O)N1CCCCC1)F 1-((4,4-difluoropiperidin-1-yl)sulfonyl)piperidin